COC(COCCOCCOCCOC)Br bromotetraethylene glycol dimethyl ether